BrC1=C(C=C2C(N(C(C2=C1)=O)C1C(NC(CC1)=O)=O)=O)CN1CCC(CC1)N1CCC(CC1)C(=O)NC=1SC(=CN1)SCC=1OC(=CN1)C(C)(C)C 1'-((6-bromo-2-(2,6-dioxopiperidin-3-yl)-1,3-dioxoisoindolin-5-yl)methyl)-N-(5-(((5-(tert-butyl)oxazol-2-yl)methyl)thio)thiazol-2-yl)-[1,4'-bipiperidine]-4-carboxamide